(2-methyl-5,6-dihydroimidazo[1,2-a]pyrazin-7(8H)-yl)(3-(quinazolin-6-yl)-1H-pyrrolo[2,3-b]pyridin-5-yl)methanone CC=1N=C2N(CCN(C2)C(=O)C=2C=C3C(=NC2)NC=C3C=3C=C2C=NC=NC2=CC3)C1